ClC1=CC=C(N=N1)N(C(OC(C)(C)C)=O)C tert-butyl (6-chloropyridazin-3-yl)(methyl)carbamate